BrC=1C(=CC=2N(C1)C=C(N2)C)OC2COCCC2 6-bromo-2-methyl-7-((tetrahydro-2H-pyran-3-yl)oxy)imidazo[1,2-a]pyridine